C1(CCC1)OC=1C(=CC(=NC1)NC(C)=O)NC1=NC(=NC=C1)C(C)(F)F N-(5-cyclobutyloxy-4-((2-(1,1-difluoroethyl)pyrimidin-4-yl)amino)pyridin-2-yl)acetamide